FC1=CC(=C(C(=C1)C(C)C)NC(=O)N=[S@@](=O)(N)C=1SC(=CC1)C(C)(C)O)C(C)C (S)-N'-(4-fluoro-2,6-diisopropylphenyl-carbamoyl)-5-(2-hydroxypropan-2-yl)thiophene-2-sulfonimidamide